bis[3-(ethyldimethoxysilyl)1,1,1-trifluoro-2,4-pentanedione] platinum (II) [Pt+2].C(C)[Si](C(C(C(F)(F)F)=O)C(C)=O)(OC)OC.C(C)[Si](C(C(C(F)(F)F)=O)C(C)=O)(OC)OC